C(C)(=O)O[C@@H]1C[C@@H]2C(C[C@H]3[C@H]4[C@](CC[C@@H]3[C@]2(CC1)C)([C@H](CC4)[C@H](C)CCCC(C)(C)O)C)O (1R,3aS,3bS,5aS,7S,9aR,9bS,11aR)-5-hydroxy-1-[(2R)-6-hydroxy-6-methylheptan-2-yl]-9a,11a-dimethylhexadecahydro-1H-cyclopenta[1,2-i]phenanthren-7-yl acetate